Cl.O=S1(NC2=C(C(C1)CN)C=CC=C2)=O (2,2-Dioxido-3,4-dihydro-1H-benzo[c][1,2]thiazin-4-yl)methanamine hydrochloride